C(C)(C)(C)NS(=O)(=O)C1=C2C=CC=C(C2=CC=C1)NC([C@H](CC1CCOCC1)NC(OC(C)(C)C)=O)=O tert-butyl (S)-(1-((5-(N-(tert-butyl)sulfamoyl)naphthalen-1-yl)amino)-1-oxo-3-(tetrahydro-2H-pyran-4-yl)propan-2-yl)carbamate